(3R)-3-{[2-(2-methyl-1,3-oxazol-4-yl)[1,2,4]triazolo[1,5-c]quinazolin-5-yl]amino}azepan-2-one CC=1OC=C(N1)C1=NN2C(=NC=3C=CC=CC3C2=N1)N[C@H]1C(NCCCC1)=O